FC(C=1C=C2C=NNC2=C(C1)S(=O)(=O)N1[C@@H](CC1)C(=O)NC=1C=CC2=C(OCCN2C2COC2)C1)F (S)-1-((5-(difluoromethyl)-1H-indazol-7-yl)sulfonyl)-N-(4-(oxetan-3-yl)-3,4-dihydro-2H-benzo[b][1,4]oxazin-7-yl)azetidine-2-carboxamide